2-(5-(4-methoxybutoxy)-2-methylphenyl)-4,4,5,5-tetramethyl-1,3,2-dioxaborolane COCCCCOC=1C=CC(=C(C1)B1OC(C(O1)(C)C)(C)C)C